C(C1=CC=CC=C1)C1=C(SC=2N3C([C@@H](OCC21)C)=NN=C3C)C#CC=3C=CC(=NC3)CCCC#CC3=C2CN(C(C2=CC=C3)=O)C3C(NC(CC3)=O)=O 3-(4-(5-(5-(((S)-3-benzyl-6,9-dimethyl-4H,6H-thieno[2,3-e][1,2,4]triazolo[3,4-c][1,4]oxazepin-2-yl)ethynyl)pyridin-2-yl)pent-1-yn-1-yl)-1-oxoisoindolin-2-yl)piperidine-2,6-dione